C1(=CC=CC2=CC=CC=C12)C1=C2C(=C3C=CC=CC3=C(C2=C(C=C1)C1=CC=CC2=CC=CC=C12)S(=O)(=O)[O-])S(=O)(=O)[O-] 5,8-dinaphthylanthracene-9,10-diyl-Disulfonate